C(C)OC1=NC=CC=C1C1=NC(=C(C=C1)OC1CC2(CN(C2)C(=O)OC2CCCC2)C1)C(N[C@H]1CNCC1)=O cyclopentyl (R)-6-((2'-ethoxy-6-(pyrrolidin-3-ylcarbamoyl)-[2,3'-bipyridin]-5-yl)oxy)-2-azaspiro[3.3]heptane-2-carboxylate